1,3-Diphenyl-isobenzofuran Di(heptadecan-9-yl)8,8'-((piperazine-1,4-diylbis(5-oxopentane-5,1-diyl))bis((8-(nonyloxy)-8-oxooctyl)azanediyl))dioctanoate CCCCCCCCC(CCCCCCCC)OC(CCCCCCCN(CCCCC(=O)N1CCN(CC1)C(CCCCN(CCCCCCCC(=O)OCCCCCCCCC)CCCCCCCC(=O)OC(CCCCCCCC)CCCCCCCC)=O)CCCCCCCC(OCCCCCCCCC)=O)=O.C1(=CC=CC=C1)C=1OC(=C2C=CC=CC12)C1=CC=CC=C1